2,3-diphenyl-2,3-butanediol C1(=CC=CC=C1)C(C)(C(C)(O)C1=CC=CC=C1)O